rac-1-(2-(((4-bromo-2-((1S*,2S*)-2-(4-methylpyrimidin-2-yl)cyclopropyl)quinolin-7-yl)amino)methyl)-6-cyclopropylimidazo[1,2-a]pyridin-8-yl)-3-methyl-imidazolidine-2,4-dione BrC1=CC(=NC2=CC(=CC=C12)NCC=1N=C2N(C=C(C=C2N2C(N(C(C2)=O)C)=O)C2CC2)C1)[C@@H]1[C@H](C1)C1=NC=CC(=N1)C |r|